C1(CCC1)CS(=O)(=NCC1=CC=C(C=C1)C1=NOC(=N1)C(F)(F)F)C (cyclobutylmethyl)(methyl)((4-(5-(trifluoromethyl)-1,2,4-oxadiazol-3-yl)benzyl)imino)-λ6-sulfanone